N(=C=S)C1=NC=C(C=C1N(C(OC(C)(C)C)=O)C)C(F)(F)F tert-butyl (2-isothiocyanato-5-(trifluoromethyl)pyridinyl)(methyl)carbamate